tetrahydrofuranE O1CCCC1